O=C1NC(CCC1N1C(C2=CC=C(C=C2C1=O)N1[C@@H](CCC1)CO)=O)=O 2-(2,6-dioxopiperidin-3-yl)-5-[(2S)-2-(hydroxymethyl)pyrrolidin-1-yl]isoindol-1,3-dione